FC1(CCC(CC1)NC1=NC(=NC(=C1)C)C=1SC=C(C1)C)F N-(4,4-difluorocyclohexyl)-6-methyl-2-(4-methylthiophen-2-yl)pyrimidin-4-amine